CCC(=O)C1=CC=C(C=C1)SC 2-methyl-4'-(methylthio)-Acetphenone